C(C)OCCOCCOC1=CC=C(C=N1)C1=NC(=C2C(=N1)N(N=C2)C2=CC=CC=C2)NC(=O)C=2SC(=CC2)[N+](=O)[O-] N-(6-(6-(2-(2-ethoxyethoxy)ethoxy)pyridin-3-yl)-1-phenyl-1H-pyrazolo[3,4-d]pyrimidin-4-yl)-5-nitrothiophene-2-carboxamide